C(=O)(OC(C)(C)C)NCCCCO 4-(N-Bocamino)-1-butanol